C1(CC1)C=1N=C(C2=C(N1)CCC2)NC=2C(=NNC2)C(=O)NC2=CC=C(C=C2)N2CCNCC2 4-((2-cyclopropyl-6,7-dihydro-5H-cyclopenta[d]pyrimidin-4-yl)amino)-N-(4-(piperazin-1-yl)phenyl)-1H-pyrazole-3-carboxamide